FC1=NC(=C(C=C1F)F)C 2,3,5-trifluoro-6-methylpyridine